ClC1=NC=2N(C(=C1)N(C)CC1=CC=C(C=C1)OC)N=CC2C(=O)NC2CCN1C2=NC=C1 5-chloro-N-(6,7-dihydro-5H-pyrrolo[1,2-a]imidazol-7-yl)-7-((4-methoxybenzyl)(methyl)amino)pyrazolo[1,5-a]pyrimidine-3-carboxamide